2-(3-chloro-5-ethyl-4-(2-fluoro-4-hydroxy-3-isopropylbenzyl)phenoxy)acetic acid ClC=1C=C(OCC(=O)O)C=C(C1CC1=C(C(=C(C=C1)O)C(C)C)F)CC